ClC1=CC(=CC=2N(C(=NC21)CN2CC1CC1(CC2)C2=NC(=CC=C2)OCC2=C(C=C(C=C2)C#N)OC)C[C@H]2OCC2)C(=O)O 4-chloro-2-((6-(6-((4-cyano-2-methoxybenzyl)oxy)pyridin-2-yl)-3-azabicyclo[4.1.0]heptan-3-yl)methyl)-1-(((S)-oxetan-2-yl)methyl)-1H-benzo[d]imidazole-6-carboxylic acid